NC1=NC=CC(=C1Cl)N1C(NC2=NC(=CN=C2C1=O)Cl)=O 3-(2-amino-3-chloropyridine-4-yl)-7-chloropteridine-2,4(1H,3H)-dione